[Ag].[Cu].[Pd] palladium-copper-silver